5-(3,4-difluorophenoxy)-2-nitro-pyridine FC=1C=C(OC=2C=CC(=NC2)[N+](=O)[O-])C=CC1F